NC1=CC=C(OC2=C(C=C(C=C2)C2=C(C=CC=C2)N)CC2=CC=CC=C2)C=C1 4-(4-aminophenoxy)-3-benzylphenylbenzenamine